1-(4-methoxycyclohexanecarbonyl)-3-{3-methyl-4-[(5-methylpyrimidin-2-yl)oxy]phenyl}urea COC1CCC(CC1)C(=O)NC(=O)NC1=CC(=C(C=C1)OC1=NC=C(C=N1)C)C